2,4-dichloro-6-[(1-propoxy-2,2,6,6-tetramethylpiperidin-4-yl)butylamino]-s-triazine ClC1=NC(=NC(=N1)Cl)NCCCCC1CC(N(C(C1)(C)C)OCCC)(C)C